C(C)(C)(C)OC(=O)N1CC([C@H](CC1)C=1C=NN(C1)C1=C(N=NC(=C1)C1=C(C=CC=C1)O)N)(F)F.BrC(CC)C1=CC=C(C=C1)S(=O)(=O)C 1-(1-Bromopropyl)-4-(methylsulfonyl)benzene tert-butyl-(R)-4-(1-(3-amino-6-(2-hydroxyphenyl)pyridazin-4-yl)-1H-pyrazol-4-yl)-3,3-difluoropiperidine-1-carboxylate